COCOC=1C=C(C=C(C1)OCOC)C(\C=C\C1=CC=C(C=C1)Br)=O (E)-1-(3,5-bis(methoxymethoxy)phenyl)-3-(4-bromophenyl)prop-2-en-1-one